C1(CC1)N1N=C2N(C(N([C@@H](C2=C1)C)C1CCN(CC1)C1=C(C=CC=C1C)F)=O)CC1=C(C=CC=C1)C1CC1 (R)-2-Cyclopropyl-7-(2-cyclopropyl-benzyl)-5-[1-(2-fluoro-6-methyl-phenyl)-piperidin-4-yl]-4-methyl-2,4,5,7-tetrahydro-pyrazolo[3,4-d]pyrimidin-6-on